CC1=C(C(=O)Cl)C=CC(=C1)C#N methyl-4-cyanobenzoyl chloride